FC(OC=1C=C(C=CC1)C=1N(N=C2CN(CCC21)C(=O)C=2C=C1C=CC=NC1=CC2)C)F (3-(3-(difluoromethoxy)phenyl)-2-methyl-2,4,5,7-tetrahydro-6H-pyrazolo[3,4-c]pyridin-6-yl)(quinolin-6-yl)methanone